C(#N)C1=CC=C(OC(C(=O)NC=2OC3=C(N2)C=C(C(=C3)OC)OC)C3=CC=C(C=C3)S(=O)(=O)CC)C=C1 2-(4-Cyano-phenoxy)-N-(5,6-dimethoxy-benzooxazol-2-yl)-2-(4-ethanesulfonyl-phenyl)-acetamide